NC(CCN(C([C@@H](F)Cl)=O)NC(=O)C(CC(C)C)NC(OCC1=CC=CC=C1)=O)=O Benzyl N-[1-[[(3-amino 3-oxo propyl) [(2S)-2-chloro 2-fluoro acetyl]amino]carbamoyl] 3-methyl-butyl]carbamate